C(CCCCCCCCCCC)C(O)CN.[Na] sodium monolauryl-monoethanolamine